2-((3R,4S)-3-aminotetrahydro-2H-pyran-4-yl)-5-chloro-3-iodo-N-(thiophen-2-ylmethyl)thieno[3,2-b]pyridin-7-amine N[C@H]1COCC[C@@H]1C1=C(C2=NC(=CC(=C2S1)NCC=1SC=CC1)Cl)I